FC(OC1=CC=C(C=C1)C1=CN=C2N1C=CN=C2NC2=CC(=C(C=C2)C(=O)N2CCN(CC2)C(=O)C2(CNC2)C)C)F [4-[[3-[4-(difluoromethoxy)phenyl]imidazo[1,2-a]pyrazin-8-yl]amino]-2-methylphenyl]-[4-(3-methylazetidine-3-carbonyl)piperazin-1-yl]methanone